N1=C2C(=NC=C1)CC(C2)NC2=NC=C(C=N2)C2=NNC(O2)=O 5-(2-((6,7-dihydro-5H-cyclopenta[b]pyrazin-6-yl)amino)pyrimidin-5-yl)-1,3,4-oxadiazol-2(3H)-one